C(#N)C1=CC=2N(N=C1)C(=CC2)C2=NC=C(C(=O)NC[C@H](C(C)(C)O)F)C(=C2)NC2CCC(CC2)C=2C=NN(C2)C2OCCCC2 6-(3-cyanopyrrolo[1,2-b]pyridazin-7-yl)-N-((R)-2-fluoro-3-hydroxy-3-methylbutyl)-4-((4-(1-(tetrahydro-2H-pyran-2-yl)-1H-pyrazol-4-yl)cyclohexyl)amino)nicotinamide